FC1=C(C=C2C=C(C=C(C2=C1)O[Si](C)(C)C(C)(C)C)O[Si](C)(C)C(C)(C)C)[2H] ((7-Fluoronaphthalene-1,3-diyl-6-d)bis(oxy))bis(tert-butyldimethylsilane)